(E)-1-(4-(6-chloro-8-fluoro-7-(3-hydroxy-naphthalen-1-yl)quinazolin-4-yl)piperazin-1-yl)but-2-en-1-one ClC=1C=C2C(=NC=NC2=C(C1C1=CC(=CC2=CC=CC=C12)O)F)N1CCN(CC1)C(\C=C\C)=O